NCC1=NNC(C2=CC(=CC=C12)C1=CC(=CC=C1)F)=O 4-(aminomethyl)-7-(3-fluorophenyl)phthalazin-1(2H)-one